CC=1C(=C(C=C(C1)C(F)(F)F)O)C=1C=CC=2C(N1)=NN(C2)C[C@@H]2CN(CC2)CC(F)(F)F (s)-3-methyl-2-(2-((1-(2,2,2-trifluoroethyl)pyrrolidin-3-yl)methyl)-2H-pyrazolo[3,4-b]pyridin-6-yl)-5-(trifluoromethyl)phenol